tert-butyl 6-(5-cyanopyridin-2-yl)-2,6-diazaspiro[3.3]heptane-2-carboxylate C(#N)C=1C=CC(=NC1)N1CC2(CN(C2)C(=O)OC(C)(C)C)C1